4-(phenylthio)aniline methyl-5-methoxy-4-(1-methylpyrazol-3-yl)-6-oxopyran-2-carboxylate COC(=O)C=1OC(C(=C(C1)C1=NN(C=C1)C)OC)=O.C1(=CC=CC=C1)SC1=CC=C(N)C=C1